methyl-N-(1-methylcyclopropyl)-5-[2-(trifluoromethyl)-5H,6H,7H,8H-imidazo[1,2-a]pyrazine-7-carbonyl]furo[2,3-d]pyrimidin-4-amine CC=1N=C(C2=C(N1)OC=C2C(=O)N2CC=1N(CC2)C=C(N1)C(F)(F)F)NC1(CC1)C